6-(dimethylamino)pyrimidin CN(C1=CC=NC=N1)C